5-methoxy-2-(2-methyl-3-(naphthalen-2-yl)acrylamido)benzoic acid COC=1C=CC(=C(C(=O)O)C1)NC(C(=CC1=CC2=CC=CC=C2C=C1)C)=O